[2-(2,6-dioxopiperidin-3-yl)-4-methoxy-3-oxo-2,3-dihydro-1H-isoindol-5-yl]methyl N-[4-(3,4-difluorophenoxy)-2-methylphenyl]carbamate FC=1C=C(OC2=CC(=C(C=C2)NC(OCC=2C(=C3C(N(CC3=CC2)C2C(NC(CC2)=O)=O)=O)OC)=O)C)C=CC1F